1-(4-(4-methyl-[3,4'-bipyridin]-5-yl)phenyl)pyrrolidin-2-one CC1=C(C=NC=C1C1=CC=C(C=C1)N1C(CCC1)=O)C1=CC=NC=C1